(E)-(4-(2-(2-aminothiazol-4-yl)vinyl)oxazol-5-yl)methanol NC=1SC=C(N1)/C=C/C=1N=COC1CO